OC1CC(NC1)C(=O)N[C@@H](C)C1=CC=C(C=C1)C1=C(N=CO1)C 4-hydroxy-N-((S)-1-(4-(4-methyloxazol-5-yl)phenyl)ethyl)pyrrolidine-2-carboxamide